N,N-dimethyl-3-(2-(methylamino)ethoxy)benzamide CN(C(C1=CC(=CC=C1)OCCNC)=O)C